C(CC)S(=O)(=O)C1=NN(C=C1)C=1C(N(C=CC1)C1=CC=NC=C1)=O (3-(Propylsulfonyl)-1H-pyrazol-1-yl)-2H-[1,4'-bipyridyl]-2-one